4-((4-Fluoro-3-(1-isopropyl-1H-pyrazol-4-yl)phenyl)((4-(4-methoxy-3-methylphenyl)bicyclo[2.2.2]octan-1-yl)methyl)carbamoyl)cyclohexyl trans-(3-hydroxypropyl)carbamate OCCCNC(OC1CCC(CC1)C(N(CC12CCC(CC1)(CC2)C2=CC(=C(C=C2)OC)C)C2=CC(=C(C=C2)F)C=2C=NN(C2)C(C)C)=O)=O